ClC=1C=NC(=NC1)N1CCC(CC1)CCCOC1=CC(=C(C=C1)CC(=O)NCCCCS(N)(=O)=O)F 2-[4-[3-[1-(5-chloropyrimidin-2-yl)-4-piperidyl]propoxy]-2-fluoro-phenyl]-N-(4-sulfamoylbutyl)acetamide